3-chloro-2,4-dimethyl-6,7-dihydro-5H-pyrrolo[3,4-b]pyridine dihydrochloride Cl.Cl.ClC=1C(=C2C(=NC1C)CNC2)C